CC1(OB(OC1(C)C)CCC(C1=CC=C(C=C1)OC(F)(F)F)NC(C(C)(C)C)=O)C N-(3-(4,4,5,5-tetramethyl-1,3,2-dioxaborolan-2-yl)-1-(4-(trifluoromethoxy)phenyl)propyl)pivaloamide